methyl (1r,4r)-4-(4-bromo-3-methylphenoxy)cyclohexane-1-carboxylate BrC1=C(C=C(OC2CCC(CC2)C(=O)OC)C=C1)C